2-methyl-alpha-(2-(((octylsulfonyl)oxy)imino)-3(2H)-thienylidene)-Benzeneacetonitrile CC1=C(C=CC=C1)C(C#N)=C1C(SC=C1)=NOS(=O)(=O)CCCCCCCC